C(N)(OC(C)(C)C)=O t-butyl carbamate